The molecule is an oxo dicarboxylate obtained by deprotonation of both carboxy groups of 2,5-dichloro-4-oxohex-2-enedioic acid. It derives from a 4-oxohex-2-enedioate. It is a conjugate base of a 2,5-dichloro-4-oxohex-2-enedioic acid. C(=C(/C(=O)[O-])\\Cl)\\C(=O)C(C(=O)[O-])Cl